4-(((3S,4R)-4-(4-fluorophenyl)piperidin-3-yl)methoxy)-N-(2-ureidoethyl)benzamide hydrochloride Cl.FC1=CC=C(C=C1)[C@H]1[C@@H](CNCC1)COC1=CC=C(C(=O)NCCNC(=O)N)C=C1